tert-Butyl 4-[4-amino-5-(4-aminophenyl)pyrrolo[2,1-f][1,2,4]triazin-7-yl]piperidine-1-carboxylate NC1=NC=NN2C1=C(C=C2C2CCN(CC2)C(=O)OC(C)(C)C)C2=CC=C(C=C2)N